5-hexenyl phosphate P(=O)(OCCCCC=C)([O-])[O-]